C1=CC=CC=2C3=CC=CC=C3C(C12)COC(=O)N[C@@H](C(=O)N[C@H](C(=O)O)CCCNC(=O)N)C(C)C (S)-2-((R)-2-((((9H-fluoren-9-yl)methoxy)carbonyl)amino)-3-methylbutanamido)-5-ureidopentanoic acid